1,1''-Diphenyldispiro[indoline-3,2'-benzofuran-3',3''-indoline]-2,2''-dione C1(=CC=CC=C1)N1C(C2(OC3=C(C=CC=C3)C23C(N(C2=CC=CC=C32)C3=CC=CC=C3)=O)C3=CC=CC=C13)=O